((3-(methoxycarbonyl)-1-methyl-1H-pyrazol-5-yl)methyl)triphenylphosphine chloride [Cl-].COC(=O)C1=NN(C(=C1)CC1=C(C=CC=C1)P(C1=CC=CC=C1)C1=CC=CC=C1)C